6-fluoro-4-hydroxymethyl-3-methoxy-2-methylbenzonitrile FC1=CC(=C(C(=C1C#N)C)OC)CO